octane-1,6-diol C(CCCCC(CC)O)O